The molecule is the D-enantiomer of the alpha-amino acid lysine. It has a role as a bacterial metabolite and a fungal metabolite. It is a lysine and a D-alpha-amino acid. It is a conjugate base of a D-lysinium(1+). It is a conjugate acid of a D-lysinate. It is an enantiomer of a L-lysine. C(CCN)C[C@H](C(=O)O)N